C([C@@H](O)C)(=O)[O-] L(+)-lactate